((tetrahydro-1H-pyrrolizin-7a(5H)-yl)methoxy)-5,6,7,8-tetrahydropyrido[3,4-d]pyrimidine C1CCN2CCCC12COC=1N=CC2=C(N1)CNCC2